2-(4,6-dimethylpyrazolo[1,5-a]pyrazin-2-yl)-9-methyl-7-(1-methylpiperidin-4-yl)-4H-pyrido[1,2-a]pyrimidin-4-one CC=1C=2N(C=C(N1)C)N=C(C2)C=2N=C1N(C(C2)=O)C=C(C=C1C)C1CCN(CC1)C